2-chloro-N,N-dimethylethanamine, hydrochloride Cl.ClCCN(C)C